D-prolinal N1[C@H](CCC1)C=O